OCC=1C=C(OC2CCN(CC2)C(=O)OC(C)(C)C)C=CC1 tert-Butyl 4-(3-(hydroxymethyl)phenoxy)piperidine-1-carboxylate